C(C)C=1C(NC=2C=C(C=NC2C1)CN1CCN(CC1)C=1C=CC(=NC1)C(=O)N)=O 5-(4-((7-Ethyl-6-oxo-5,6-dihydro-1,5-naphthyridin-3-yl)methyl)piperazin-1-yl)pyridine-2-carboxamide